3-(3-((4-(((adamantan-1-yl)amino)methyl)benzyl)amino)phenyl)piperidine-2,6-dione C12(CC3CC(CC(C1)C3)C2)NCC2=CC=C(CNC=3C=C(C=CC3)C3C(NC(CC3)=O)=O)C=C2